ClC[C@H](COC1=C(C=C(C=C1)C(C)(C)C1=CC(=C(OC[C@H](CO)O)C=C1)C)C)O (S)-3-(4-(2-(4-((S)-3-chloro-2-hydroxypropoxy)-3-methylphenyl)propan-2-yl)-2-methylphenoxy)propane-1,2-diol